(benzophenanthrenyl-(naphthyl))biphenyl C1(=C2C=3C=CC=CC3C3=C(C2=CC=C1)C=CC=C3)C3=C(C1=CC=CC=C1C=C3)C3=C(C=CC=C3)C3=CC=CC=C3